NC=1C=C(C=CC1)NC1CNCCC1 3-((3-AMINOPHENYL)AMINO)PIPERIDIN